(1-hydroxy-1-methyl-4-pentenyl)androsta-5-en-3β-ol OC(CCC=C)(C)C[C@@]12CCC[C@H]1[C@@H]1CC=C3C[C@H](CC[C@]3(C)[C@H]1CC2)O